2-[tert-butoxycarbonyl(methyl)amino]-3-cyclopropyl-propanoic acid C(C)(C)(C)OC(=O)N(C(C(=O)O)CC1CC1)C